C(C)C1N(C[C@H](C2=C1C(=NN2CC2=CC=C(C=C2)F)C(=O)O)C)C(=O)C=2NC=CC2.CN([C@@H](CCCNC(N)=N)C(=O)O)C di-methyl-arginine ethyl-(7R)-1-[(4-fluorophenyl)methyl]-7-methyl-5-(1H-pyrrole-2-carbonyl)-6,7-dihydro-4H-pyrazolo[4,3-c]pyridine-3-carboxylate